C(C)(C)(C)OC([C@H](CC1=CC=C(C=C1)OCCOCCOCC)N1CCNCCNCCNCC1)=O (2S)-3-{4-[2-(2-ethoxyethoxy)ethoxy]Phenyl}-2-(1,4,7,10-tetraazacyclododecane-1-yl)propionic acid tert-butyl ester